thiophenylphosphoryl dichloride S(P(=O)(C1=CC=CC=C1)Cl)Cl